2-[(2-cyclopropylphenoxy)methyl]-4,5-dihydro-1H-imidazole C1(CC1)C1=C(OCC=2NCCN2)C=CC=C1